OC1=CC=C(C=C1)C1=CC(C=2C(=C3C=CC(OC3=CC2O)(C)C)O1)=O 2-(4-hydroxyphenyl)-5-hydroxy-8,8-dimethyl-4H,8H-pyrano[2,3-f]chromen-4-one